3-[4-(2-hydroxyethyl)-1-piperazinyl]Propanesulfonic acid OCCN1CCN(CC1)CCCS(=O)(=O)O